C(C1=CC=CC=C1)N1N=C(N=C1)C=1CN(CC1)C(=O)OC(C)(C)C tert-butyl 3-(1-benzyl-1H-1,2,4-triazol-3-yl)-2,5-dihydro-1H-pyrrole-1-carboxylate